ethyl 4-amino-9-(2-(tert-butoxy)-2-oxoethyl)-9H-pyrimido[4,5-b]indole-5-carboxylate NC1=NC=NC=2N(C=3C=CC=C(C3C21)C(=O)OCC)CC(=O)OC(C)(C)C